tert-butyl[(2R)-oxiran-2-ylmethyl]carbamate C(C)(C)(C)OC(NC[C@H]1OC1)=O